ClC=1N=CC2=C(C=CC(=C2C1)[C@@H](CC)N[S@](=O)C(C)(C)C)Cl (R)-N-((R)-1-(3,8-dichloroisoquinolin-5-yl)propyl)-2-methylpropan-2-sulfinamide